C(C)O[SiH](C)OCC diethoxymonomethyl-silane